COC=1C=C2C(=NC=NC2=CC1OC)NC1=CC=C(OCC(=O)NC)C=C1 2-(4-((6,7-dimethoxyquinazolin-4-yl)amino)phenoxy)-N-methylacetamide